[3-(2-{6-[(3R,5R)-3-Amino-5-fluoropiperidine-1-carbonyl]-3-methylpyrazolo[1,5-a]pyridin-2-yl}-1-(cyclopropylmethyl)-1H-indol-6-yl)phenyl]methanol N[C@H]1CN(C[C@@H](C1)F)C(=O)C=1C=CC=2N(C1)N=C(C2C)C=2N(C1=CC(=CC=C1C2)C=2C=C(C=CC2)CO)CC2CC2